(Z)-N-benzyl-3-(1-naphthyl)acrylamide (S)-6,7-dihydro-3H-imidazo[4,5-c]pyridine-3,5,6(4H)-tricarboxylate N1=CN(C=2CN([C@@H](CC21)C(=O)O)C(=O)O)C(=O)O.C(C2=CC=CC=C2)NC(\C=C/C2=CC=CC1=CC=CC=C21)=O